ethyl (2E,5R)-5-[(2-bromopyridin-3-yl)oxy]hex-2-enoate BrC1=NC=CC=C1O[C@@H](C/C=C/C(=O)OCC)C